(12R)-17-amino-6-benzyloxy-12-methyl-6,15-bis(trifluoromethyl)-13,19-dioxa-3,4,18-triazatricyclo[12.3.1.12,5]nonadeca-1(18),2,4,8,14,16-hexaen-7-one NC1=CC(=C2O[C@@H](CCC=CC(C(C3=NN=C(C1=N2)O3)(C(F)(F)F)OCC3=CC=CC=C3)=O)C)C(F)(F)F